[Nb].[Al] ALUMINUM-NIOBIUM